ClC1=C(C(=O)NC2=C3C=NN(C3=CC=C2)C2=CC(=C(C=C2)OC)C(F)(F)F)C(=CC=C1CNC(C(C)(C)C)=O)Cl 2,6-dichloro-3-{[(2,2-dimethylpropanoyl)amino]methyl}-N-{1-[4-methoxy-3-(trifluoromethyl)phenyl]-1H-indazole-4-yl}benzamide